(1s,3s)-3-Amino-1-methylcyclobutane-1-carboxylic acid hydrochloride Cl.NC1CC(C1)(C(=O)O)C